DL-α-methylbenzylamine CC(C1=CC=CC=C1)N